BrC1=CC(=CC=2[C@H]3N(C[C@@H](OC21)C3)C(=O)OC(C)(C)C)F tert-butyl (2S,5S)-9-bromo-7-fluoro-2,3-dihydro-2,5-methanobenzo[f][1,4]oxazepine-4(5H)-carboxylate